methoxide C[O-]